C1(=CC=CC=C1)C=1NC2=CC=CC=C2C1 2-Phenyl-1H-indole